methyl (R)-2-((S)-2-((tert-butoxycarbonyl)(methyl)amino)-N,4-dimethylpentanamido)-5,5-difluorohexanoate C(C)(C)(C)OC(=O)N([C@H](C(=O)N(C)[C@@H](C(=O)OC)CCC(C)(F)F)CC(C)C)C